F[C@@H]([C@@H](C)[C@H]1CC[C@H]2C(CCC[C@]12C)=O)CCC(C)(O[Si](CC)(CC)CC)C (1R,3aR,7aR)-1-{(2S,3R)-3-Fluoro-6-methyl-6-[(triethylsilyl)oxy]heptan-2-yl}-7a-methyloctahydro-4H-inden-4-one